CC1CNC(CN1C(=O)O)C(=O)O 6-methylpiperazin-1,3-dicarboxylic acid